C(C)([O-])=S ethanthioate